N-(4-(1-(1-(1-(1H-1,2,4-triazole-1-carbonyl)pyrrolidin-2-yl)propan-2-yl)-4-amino-1H-pyrazolo[3,4-d]pyrimidin-3-yl)benzyl)-5-fluoro-2-methoxybenzamide N1(N=CN=C1)C(=O)N1C(CCC1)CC(C)N1N=C(C=2C1=NC=NC2N)C2=CC=C(CNC(C1=C(C=CC(=C1)F)OC)=O)C=C2